2-(4-(3-(azetidin-1-ylsulfonyl)-4-hydroxyphenoxy)-3,5-dichlorophenyl)-6-(difluoromethyl)-1,2,4-triazine-3,5(2H,4H)-dione N1(CCC1)S(=O)(=O)C=1C=C(OC2=C(C=C(C=C2Cl)N2N=C(C(NC2=O)=O)C(F)F)Cl)C=CC1O